NC=1C=C(C=CC1O)C1CCN(CC1)C(=O)OC(C)(C)C tert-butyl 4-(3-amino-4-hydroxyphenyl)piperidine-1-carboxylate